(2S)-2-(methoxymethyl)azetidin COC[C@H]1NCC1